3-methyl-2-benzothiazolinone hydrazone hydrochloride salt Cl.CN1C(SC2=C1C=CC=C2)=NN